C(=O)O.CN1[C@@H](CN(CC1)C(=O)C1=CC=C(C(=O)N2C[C@H]([C@@H](C2)C(=O)N[C@@H]2[C@H](C2)C2=CC=CC=C2)C(=O)N[C@@H]2[C@H](C2)C2=CC=CC=C2)C=C1)C(NCCCCCCCCCCCCCC)=O (3S,4S)-1-(4-((S)-4-methyl-3-(tetradecylcarbamoyl)piperazine-1-carbonyl)benzoyl)-N3,N4-bis((1S,2R)-2-phenylcyclopropyl)pyrrolidine-3,4-dicarboxamide formate